C(C)(=O)NC1CN(CC1)C1=CC=CC=2N(C(NC21)=O)C2CCC(CC2)C(=O)NC2=CC(=C(C=C2)C)OC 4-[4-(3-acetamidopyrrolidin-1-yl)-2-oxo-2,3-dihydro-1H-1,3-benzodiazol-1-yl]-N-(3-methoxy-4-methylphenyl)cyclohexane-1-carboxamide